N1(CCCCC1)C1=C2C(=NC=C1)NC=C2C=2N=NC=CC2 4-(1-piperidyl)-3-pyridazin-3-yl-1H-pyrrolo[2,3-b]pyridine